C(#N)[C@@H](C[C@H]1C(NCCC1)=O)NC(=O)[C@@H]1N(C[C@H]2[C@@H]1CC(C2)(F)F)C(=O)C=2NC1=C(C(=CC(=C1C2)F)Cl)F (1R,3aR,6aS)-N-((R)-1-cyano-2-((S)-2-oxopiperidin-3-yl)ethyl)-2-(4,7-difluoro-6-chloro-1H-indole-2-carbonyl)-5,5-difluorooctahydrocyclopenta[c]pyrrole-1-carboxamide